3-(pyridin-2-yl)-3-(1-(trifluoromethyl)cyclopropyl)propanoic acid N1=C(C=CC=C1)C(CC(=O)O)C1(CC1)C(F)(F)F